di-(m-chlorophenyl)methylene(cyclopentadienyl)(2,7-di-tert-butylfluorenyl)zirconium dichloride [Cl-].[Cl-].ClC=1C=C(C=CC1)C(=[Zr+2](C1=C(C=CC=2C3=CC=C(C=C3CC12)C(C)(C)C)C(C)(C)C)C1C=CC=C1)C1=CC(=CC=C1)Cl